tert-butyl 3-(cyanomethoxy)azetidine-1-carboxylate C(#N)COC1CN(C1)C(=O)OC(C)(C)C